amino-adipic Acid Succinate C(CCC(=O)O)(=O)O.NC(C(=O)O)CCCC(=O)O